4-propyl-1,3,2-dioxathiolane C(CC)C1OSOC1